1,3,7-Trimethyltriuret CNC(=O)N(C(=O)NC(=O)NC)C